5-(4-((1-(4-(4-chloro-1-(4-hydroxyphenyl)-2-phenylbut-1-en-1-yl)phenyl)piperidin-4-yl)methyl)piperazin-1-yl)-2-(2,6-dioxopiperidin-3-yl)-6-fluoroisoindoline-1,3-dione ClCCC(=C(C1=CC=C(C=C1)O)C1=CC=C(C=C1)N1CCC(CC1)CN1CCN(CC1)C=1C=C2C(N(C(C2=CC1F)=O)C1C(NC(CC1)=O)=O)=O)C1=CC=CC=C1